C(=O)(O)[C@H](O)[C@@H](O)C(=O)O.NC1(CC(C1)O)C1=CC=C(C=C1)C=1C(=CC2=C(OCC(N2CC)=O)N1)C1=CC=CC=C1 6-(4-(1-amino-3-hydroxycyclobutyl)phenyl)-1-ethyl-7-phenyl-1H-pyrido[2,3-b][1,4]oxazin-2(3H)-one L-tartrate